[Pt].[Sb].[Sn] tin antimony platinum